C(C)(C)(C)OC(=O)N1CCN(CC1)C=1C=NC=CC1Cl 4-(4-chloropyridin-3-yl)piperazine-1-carboxylic acid tert-butyl ester